4-oleoyloxyphenyl-acetic acid C(CCCCCCC\C=C/CCCCCCCC)(=O)OC1=CC=C(C=C1)CC(=O)O